C(CCCCCCC\C=C/CCCCCCC)OCC1OC(OC1COCCCCCCCC\C=C/CCCCCCC)CCCCN(C)C 4-(4,5-bis((((Z)-heptadec-9-en-1-yl)oxy)methyl)-1,3-dioxolan-2-yl)-N,N-dimethylbutan-1-amine